3-(2-Amino-4-chloropyridin-3-yl)prop-2-yn-1-ol NC1=NC=CC(=C1C#CCO)Cl